C(C)(C)(C)C=1NC2=C(C=C(C=C2C1C=O)F)F 2-TERT-BUTYL-5,7-DIFLUORO-1H-INDOLE-3-CARBALDEHYDE